6-methoxy-2',6'-dimethyl-4'-(prop-1-yn-1-yl)-[1,1'-biphenyl]-3-carbaldehyde COC1=CC=C(C=C1C1=C(C=C(C=C1C)C#CC)C)C=O